C(C1=CC=CC=C1)OC1=C(C(=C2C[C@@H](N(C2=C1)C(=O)OC(C)(C)C)CN(CCCC(F)F)C(=O)OC(C)(C)C)F)N1S(NC(C1)=O)(=O)=O tert-butyl (2R)-6-(benzyloxy)-2-{[(tert-butoxycarbonyl)(4,4-difluorobutyl)amino]methyl}-4-fluoro-5-(1,1,4-trioxo-1λ6,2,5-thiadiazolidin-2-yl)-2,3-dihydro-1H-indole-1-carboxylate